4-([1,1'-biphenyl]-2-ylmethyl)-N-hydroxy-2,2-dimethyl-3-oxo-3,4-dihydro-2H-benzo[b][1,4]oxazine-6-carboxamide C1(=C(C=CC=C1)CN1C2=C(OC(C1=O)(C)C)C=CC(=C2)C(=O)NO)C2=CC=CC=C2